C(C=C)OC(CN1CCN(CCN(CCN(CC1)C(CNCCCCC#CC=1C=NC(=NC1)S(=O)(=O)C)=O)CC(OCC=C)=O)CC(=O)O)=O 2-(4,10-bis(2-(allyloxy)-2-oxoethyl)-7-((6-(2-(methylsulfonyl)pyrimidin-5-yl)hex-5-ynyl)glycyl)-1,4,7,10-tetraazacyclododecane-1-yl)acetic acid